3-chloro-1-(7-chlorodibenzo[b,e][1,4]oxazepin-5(11H)-yl)propan-1-one ClCCC(=O)N1C2=C(OCC3=C1C=CC=C3)C=CC(=C2)Cl